N-(5-hydroxy-1H-indol-3-yl)acrylamide OC=1C=C2C(=CNC2=CC1)NC(C=C)=O